((1-((benzyloxy) carbonyl)-5-hydroxy-1,2,3,6-tetrahydropyridin-4-yl) carbamoyl) picolinate N1=C(C=CC=C1)C(=O)OC(NC=1CCN(CC1O)C(=O)OCC1=CC=CC=C1)=O